ClC=1C=C2C(=NC(N3C2=C(C1C1=C(C=C(C=C1)F)F)OC[C@H]3CCC=O)=O)N3C[C@H](N(C[C@@H]3C)C(=O)OC(C)(C)C)C (2R,5S)-tert-butyl 4-((3R)-9-chloro-10-(2,4-difluorophenyl)-5-oxo-3-(3-oxopropyl)-3,5-dihydro-2H-[1,4]oxazino[2,3,4-ij]quinazolin-7-yl)-2,5-dimethylpiperazine-1-carboxylate